FC1=CC=C2C(=C(NC2=C1)C(=O)N1CCC(CC1)C=1C=C2CN(C(C2=CC1)=O)C1C(NC(CC1)=O)=O)C 3-(5-(1-(6-fluoro-3-methyl-1H-indole-2-carbonyl)piperidin-4-yl)-1-oxoisoindolin-2-yl)piperidine-2,6-dione